2-[2-(3,4-difluoro-2-methoxy-phenoxy)-5-fluoro-4-(trifluoromethyl)phenyl]-3-methoxy-4-oxo-1H-1,6-naphthyridine-5-carboxamide FC=1C(=C(OC2=C(C=C(C(=C2)C(F)(F)F)F)C=2NC=3C=CN=C(C3C(C2OC)=O)C(=O)N)C=CC1F)OC